5-(5-((4-(4-amino-3-(4-phenoxyphenyl)-1H-pyrazolo[3,4-d]pyrimidin-1-yl)cyclohexyl)methyl)-2,5-diazabicyclo[2.2.2]octan-2-yl)-2-(2,6-dioxopiperidin-3-yl)-6-fluoroisoindoline-1,3-dione NC1=C2C(=NC=N1)N(N=C2C2=CC=C(C=C2)OC2=CC=CC=C2)C2CCC(CC2)CN2C1CN(C(C2)CC1)C=1C=C2C(N(C(C2=CC1F)=O)C1C(NC(CC1)=O)=O)=O